tert-butyl ((R)-1-(tert-butylamino)-5-(((S)-4-((naphthalen-1-ylmethyl)amino)-4-oxobutan-2-yl)amino)-1,5-dioxopentan-3-yl)carbamate C(C)(C)(C)NC(C[C@@H](CC(=O)N[C@@H](C)CC(=O)NCC1=CC=CC2=CC=CC=C12)NC(OC(C)(C)C)=O)=O